FC(C(=O)N1C2CN(CC1C=C2)C(=O)OC(C)(C)C)(F)F tert-butyl 8-(2,2,2-trifluoroacetyl)-3,8-diazabicyclo[3.2.1]oct-6-ene-3-carboxylate